2-methylstyreneylimidazo[1,2-b]pyridazine-6-carboxylate CC1=C(C=COC(=O)C=2C=CC=3N(N2)C=CN3)C=CC=C1